(R)-3-hydroxydodecanedioic acid O[C@@H](CC(=O)O)CCCCCCCCC(=O)O